COC=1C=C(C=CC1OC)C1=CC=NC=2N1N=C(C2)C(=O)N2[C@@H](CN[C@H](C2)C)C (7-(3,4-dimethoxyphenyl)pyrazolo[1,5-a]pyrimidin-2-yl)((2R,5S)-2,5-dimethylpiperazin-1-yl)methanone